NCCC1=CC(O)=C(O)C=C1.[O] oxygen dopamine